C(C)(=O)OC=1C=CC=C2C(=CNC12)CCN(C)C 3-(2-(dimethylamino) ethyl)-1H-indol-7-yl acetate